N-(amino(3-fluoro-5-(2-hydroxypropan-2-yl)thiophen-2-yl)(oxo)-λ6-sulfaneylidene)-1,2,3,5,6,7-hexahydro-s-indacene-4-carboxamide NS(=NC(=O)C=1C=2CCCC2C=C2CCCC12)(=O)C=1SC(=CC1F)C(C)(C)O